4-((1-((1,3-Dimethyl-1H-pyrazol-4-yl)sulfonyl)-3-(hydroxymethyl)azetidin-3-yl)methoxy)-2-fluorobenzonitrile CN1N=C(C(=C1)S(=O)(=O)N1CC(C1)(CO)COC1=CC(=C(C#N)C=C1)F)C